(3R,8R,9aS)-8-(2,3-dichloro-6-hydroxyphenyl)-3-(2-hydroxyethyl)-hexahydro-2H-pyrido[1,2-a]pyrazine-1,4-dione ClC1=C(C(=CC=C1Cl)O)[C@H]1C[C@@H]2N(C([C@H](NC2=O)CCO)=O)CC1